BrNC1=CC=CC=C1 bromo-aniline